2-allyl-1-(4-hydroxy-6-(2-hydroxypropan-2-yl)pyridin-2-yl)-6-((3-(2-hydroxyethoxy)-4-(4-Methylpiperazin-1-yl)phenyl)amino)-1,2-dihydro-3H-pyrazolo[3,4-d]pyrimidin-3-one C(C=C)N1N(C2=NC(=NC=C2C1=O)NC1=CC(=C(C=C1)N1CCN(CC1)C)OCCO)C1=NC(=CC(=C1)O)C(C)(C)O